Tert-butyl 2-(3-(9-(2,6-dioxopiperidin-3-yl)-9H-pyrido[2,3-b]indol-4-yl)propyl)-2,7-diazaspiro[3.5]nonane-7-carboxylate O=C1NC(CCC1N1C2=C(C3=CC=CC=C13)C(=CC=N2)CCCN2CC1(C2)CCN(CC1)C(=O)OC(C)(C)C)=O